P(=O)(O)(O)OC[C@@H](COC(CCCCCCCCCCCCC)=O)O 1-tetradecanoyl-sn-glycerol 3-phosphate